methyl ((5-methyl-2-oxo-1,3-dioxol-4-yl)methyl) carbonate C(OC)(OCC=1OC(OC1C)=O)=O